heptadecane-1,10-diol C(CCCCCCCCC(CCCCCCC)O)O